5-{[6-(3,4-dihydro-2H-1,4-benzoxazin-7-yl)pyridin-2-yl]oxy}-2-fluorophenol O1CCNC2=C1C=C(C=C2)C2=CC=CC(=N2)OC=2C=CC(=C(C2)O)F